CC(C(=O)O)(CCCC(C)(C)C)CC methyl-trimethyl-ethyl-hexanoic acid